Br.CC1(NC(CC(C1)N1N=NC2=C1N=NC(=C2)C=2C=C1C=CC=NC1=CC2O)(C)C)C 6-[3-(2,2,6,6-tetramethylpiperidin-4-yl)-3H-[1,2,3]triazolo[4,5-c]pyridazin-6-yl]quinolin-7-ol hydrobromide